1-(4-methylpiperazin-1-yl)-3-{1-[4-(trifluoromethyl)phenyl]-1H-pyrazol-4-yl}prop-2-yn-1-one CN1CCN(CC1)C(C#CC=1C=NN(C1)C1=CC=C(C=C1)C(F)(F)F)=O